4-bromo-2-(5-methyl-1-tosyl-1H-pyrrolo[3,2-b]pyridin-3-yl)thiazole BrC=1N=C(SC1)C1=CN(C=2C1=NC(=CC2)C)S(=O)(=O)C2=CC=C(C)C=C2